BrC1=C(C=CC2=CC=CC=C12)SCC(=O)NC(C(=O)OC)CC1=CC(=C(C=C1)C)OC Methyl 2-(2-((1-bromonaphthalen-2-yl)thio)acetamido)-3-(3-methoxy-4-methylphenyl)propanoate